(2r,3r,4r,5s)-3,4,5-tris(benzyloxy)-2-((benzyloxy)methyl)-1-(2-fluorophenethyl)piperidine C(C1=CC=CC=C1)O[C@@H]1[C@H](N(C[C@@H]([C@H]1OCC1=CC=CC=C1)OCC1=CC=CC=C1)CCC1=C(C=CC=C1)F)COCC1=CC=CC=C1